3-Methyloxypropyltriethoxysilane COCCC[Si](OCC)(OCC)OCC